FC=1C=C(OC=2C(=NC=CC2)N)C=CC1 (3-fluorophenoxy)pyridin-2-amine